hydroxy-isophthalic acid OC1=C(C(=O)O)C=CC=C1C(=O)O